O=C1N2CCCC2=CC=C1C(=O)O 5-oxo-1,2,3,5-tetrahydroindolizine-6-carboxylic acid